1-(2-Bromo-6-methylphenyl)-5-methyl-N-(quinolin-2-yl)-1H-1,2,3-triazole-4-carboxamide BrC1=C(C(=CC=C1)C)N1N=NC(=C1C)C(=O)NC1=NC2=CC=CC=C2C=C1